2-(6-trifluoromethylbenzothiazol-2-yl)propan-2-ol strontium chromate [Cr](=O)(=O)([O-])[O-].[Sr+2].FC(C1=CC2=C(N=C(S2)C(C)(C)O)C=C1)(F)F